2-(5-Chloropyridin-2-yl)-6-cyclopropyl-3-oxo-2,3,4,5-tetrahydropyridazine-4-carboxylic acid methyl ester COC(=O)C1C(N(N=C(C1)C1CC1)C1=NC=C(C=C1)Cl)=O